Naphthalindithiol C=1(C(=CC=C2C=CC=CC12)S)S